NC=1C(=C(C=CC1)C1=NC=CC(=C1Cl)C1=NC(=C(C=C1)CNC[C@@H]1CCC(N1)=O)OC(F)F)Cl (S)-5-((((2'-(3-amino-2-chlorophenyl)-3'-chloro-6-(difluoromethoxy)-[2,4'-bipyridin]-5-yl)methyl)amino)methyl)pyrrolidin-2-one